tert-Butyl 4-(4-((4-(1-(4-fluorobenzyl)-3-(pyridin-3-yl)-1H-pyrazol-4-yl)pyrimidin-2-yl)amino)benzoyl)piperazine-1-carboxylate FC1=CC=C(CN2N=C(C(=C2)C2=NC(=NC=C2)NC2=CC=C(C(=O)N3CCN(CC3)C(=O)OC(C)(C)C)C=C2)C=2C=NC=CC2)C=C1